CC1=NC2=NC(=NC(=C2N1)N)N methyl-2,6-diaminopurine